1-(tert-butyl)-3-(2-methyl-3-oxo-4-(3-(trifluoromethyl)benzyl)-3,4-dihydro-2H-benzo[b][1,4]oxazin-7-yl)urea C(C)(C)(C)NC(=O)NC=1C=CC2=C(OC(C(N2CC2=CC(=CC=C2)C(F)(F)F)=O)C)C1